N-(2,4-dichlorobenzyl)-2-methylpropan-1-amine ClC1=C(CNCC(C)C)C=CC(=C1)Cl